2-amino-1-(1-cyclopropyl-1H-pyrazol-5-yl)ethan-1-one hydrogen chloride Cl.NCC(=O)C1=CC=NN1C1CC1